C1(CC1)C1=C(C=CC=C1)C1(CC1)C1=NOC(=N1)C1=NN(C(=C1)C(F)F)C 3-(1-(2-cyclopropylphenyl)cyclopropyl)-5-(5-(difluoromethyl)-1-methyl-1H-pyrazol-3-yl)-1,2,4-oxadiazole